2-(3-(7-chloro-2-oxo-6-(4-(pyridin-3-yl)phenyl)-1,2-dihydro-quinolin-3-yl)phenyl)acetic acid ClC1=C(C=C2C=C(C(NC2=C1)=O)C=1C=C(C=CC1)CC(=O)O)C1=CC=C(C=C1)C=1C=NC=CC1